(R)-1-(3-Benzyl-4-(3-(2,4-difluoro-3-hydroxy-5-(trifluoromethyl)phenyl)-1-methyl-1H-pyrazolo[3,4-d]pyrimidin-6-yl)piperazin-1-yl)butan-1-one C(C1=CC=CC=C1)[C@@H]1CN(CCN1C1=NC=C2C(=N1)N(N=C2C2=C(C(=C(C(=C2)C(F)(F)F)F)O)F)C)C(CCC)=O